(S)-N-(3-amino-2-(1-hydroxy-1,3-dihydrobenzo[c][1,2]oxaborole-6-carboxamido)-3-oxopropyl)-1-hydroxy-N-(4-(methylsulfonyl)benzyl)-1,3-dihydrobenzo[c][1,2]oxaborole-6-carboxamide NC([C@H](CN(C(=O)C=1C=CC2=C(B(OC2)O)C1)CC1=CC=C(C=C1)S(=O)(=O)C)NC(=O)C=1C=CC2=C(B(OC2)O)C1)=O